S1C(=CC=C1)C1=C2C(=NC=C1)N=CN2 7-(2-thienyl)imidazo[4,5-b]pyridine